O=C1N(C=CC(N1)=O)C=1C=C(C(=O)O)C=CC1F 3-(2,4-dioxo-1,3-diazin-1-yl)-4-fluorobenzoic acid